ClC=1C=C(C(=O)C2CC(C2)/C(=N/O)/N)C=CC1 (Z)-3-(3-chlorobenzoyl)-N'-hydroxycyclobutane-1-carboxamidine